5-(cyclohex-1-en-1-yl)-2,7-naphthyridine-3-carboxylic acid ethyl ester C(C)OC(=O)C=1N=CC2=CN=CC(=C2C1)C1=CCCCC1